N-(4-methylpyridin-2-yl)-4-(5-(trifluoromethyl)pyridin-2-yl)thiazol-2-amine CC1=CC(=NC=C1)NC=1SC=C(N1)C1=NC=C(C=C1)C(F)(F)F